C[C@@H]1CCC=2C=CC(=NC2N1)CCOC=1C=C2C=NN(C2=CC1)[C@H](CC(=O)O)C=1C=NC(=NC1)C (R)-3-(5-(2-((R)-7-methyl-5,6,7,8-tetrahydro-1,8-naphthyridin-2-yl)ethoxy)-1H-indazol-1-yl)-3-(2-methylpyrimidin-5-yl)propionic acid